C(C1=CC=CC=C1)OC(CCCCCCCCCCCO)=O.C(C1=CC=CC=C1)NC([C@@H]([C@H](C=C)OC1=CC=CC=C1)C1=CC=C(C=C1)C(C)(C)C)=O (2R,3S)-N-benzyl-3-(phenyloxy)-2-(4-(tert-butyl)phenyl)pent-4-enamide Benzyl-12-hydroxydodecanoate